COC=1C=C2C(=NC=NC2=CC1OC)OC1=CC=C(C=C1)C(C(=O)NC1=CC(=C(C=C1)[N+](=O)[O-])C(F)(F)F)=O (4-((6,7-dimethoxyquinazolin-4-yl)oxy)phenyl)-N-(4-nitro-3-(trifluoromethyl)phenyl)-2-oxoacetamide